ClC=1C=C(C=CC1)[C@@]1(C[C@@H](N(CC1)CC1=CC=C(C=C1)OC)C)O (2S,4R)-4-(3-chlorophenyl)-1-[(4-methoxyphenyl)methyl]-2-methyl-piperidin-4-ol